OC1C(C(C1)NC(=O)C1=CC2=C(N3C(S2)=NC(=C3)C3=CC=C(C=C3)C(NC)=O)C=C1)(C)C N-(3-hydroxy-2,2-dimethylcyclobutyl)-2-(4-(methylcarbamoyl)phenyl)benzo[d]imidazo[2,1-b]thiazole-7-carboxamide